C(C)(C)(C)OC(NCCCC=1SC(=C(N1)C1=C(C(=CC=C1)NS(=O)(=O)C1=C(C=CC(=C1)F)F)F)C1=NC(=NC=C1)NC(C=C)=O)=O (3-{5-(2-Acrylamidopyrimidin-4-yl)-4-[3-(2,5-difluorobenzenesulfonylamino)-2-fluorophenyl]-thiazol-2-yl}-propyl)-carbamic acid tert-butyl ester